C1=CC(=C(C(=C1C(=O)[O-])C(=O)[O-])Cl)Cl.[Sr+2] strontium dichlorophthalate